N-(6-bromo-1,3-benzothiazol-2-yl)cyclopropanecarboxamide BrC1=CC2=C(N=C(S2)NC(=O)C2CC2)C=C1